C(CCC)OC1=CC=C(OC(=O)NC=2C=CC3=C(C(=CO3)C3=CCN4CCCCC4CC3)C2)C=C1 5-(4-butoxyphenoxy)carbonylamino-3-(1-azabicyclo[5.4.0]undec-3-en-4-yl)-benzofuran